ClC=1C=C(CN2CC(N(CC2)C2CC3(C2)CCNCC3)C3=C(C=CC=C3)C(C)C)C=C(C1OC)OC 2-(4-(3-chloro-4,5-dimethoxybenzyl)-2-(2-isopropylphenyl)piperazin-1-yl)-7-azaspiro[3.5]nonane